ClC1=C(COC=2C(=NC=C(C2)C=2N(C=CN2)C)N)C(=CC=C1F)Cl 3-(2,6-dichloro-3-fluoro-benzyloxy)-5-(1-methyl-1H-imidazol-2-yl)-pyridin-2-ylamine